N1C=CC2=CC=C(C=C12)C1=NOC(=N1)[C@H]1N(CCC1)C(=O)OC(C)(C)C Tert-butyl (S)-2-(3-(1H-indol-6-yl)-1,2,4-oxadiazol-5-yl)pyrrolidine-1-carboxylate